3-(methylsulfonyl)propanoyl chloride CS(=O)(=O)CCC(=O)Cl